OC=1C=C(C=CC1O)/C=C/C(=O)C1=C(C=C(C=C1)OCCCN1CCCC1)O (E)-3-(3,4-dihydroxyphenyl)-1-(2-hydroxy-4-(3-(pyrrolidin-1-yl)propoxy)phenyl)prop-2-en-1-one